2,2-difluoro-3,5-di(naphthalene-2-yl)-1-phenylpent-4-en-1-one FC(C(=O)C1=CC=CC=C1)(C(C=CC1=CC2=CC=CC=C2C=C1)C1=CC2=CC=CC=C2C=C1)F